N-(3-methylpyridin-2-ylcarbamothioyl)benzamide CC=1C(=NC=CC1)NC(=S)NC(C1=CC=CC=C1)=O